2-(5-(5-chloro-2-((oxan-4-yl)amino)pyrimidin-4-yl)-3-oxo-2-(2-oxo-2-((2-phenylpropan-2-yl)amino)ethyl)isoindolin-1-yl)acetic acid ClC=1C(=NC(=NC1)NC1CCOCC1)C=1C=C2C(N(C(C2=CC1)CC(=O)O)CC(NC(C)(C)C1=CC=CC=C1)=O)=O